O=C1NC(CCC1N1C(C2=CC=C(C=C2C1=O)OCCCCCN1CCNCC1)=O)=O 2-(2,6-Dioxopiperidin-3-yl)-5-[[5-(piperazin-1-yl)pentyl]oxy]isoindole-1,3-dione